OCC1(CC1)COC=1N=C(C2=C(N1)CNC2)N2C[C@@](CCC2)(O)C (R)-1-(2-((1-(hydroxymethyl)cyclopropyl)methoxy)-6,7-dihydro-5H-pyrrolo[3,4-d]pyrimidin-4-yl)-3-methylpiperidin-3-ol